Cl.CN[C@@H]([C@@H](O)C1=CC=CC=C1)C (1S,2R)-2-methylamino-1-phenylpropan-1-ol hydrochloride